methyl 8-(difluoromethoxy)-5-fluoro-2-methyl-3-oxo-1,2,3,4-tetrahydroquinoxaline-6-carboxylate FC(OC=1C=C(C(=C2NC(C(NC12)C)=O)F)C(=O)OC)F